ethyl 4-(8-chloro-5,6-dihydro-11H-benzo[5,6]cyclohepta[1,2-b]pyridin-11-ylidene)piperidine-1-carboxylate ClC=1C=CC2=C(CCC=3C(=NC=CC3)C2=C2CCN(CC2)C(=O)OCC)C1